NCCCNCCCN 1,7-diamino-4-aza-heptane